C=CC=CCCCCCCCCC(CCCCC)OCCOCCOC(CCCCCCCCC=CC=C)CCCCC 13-octadecadienoxyethyl ether